N1C=CC2=CC=CC(=C12)C=C1N=C(N(C1=O)C)C 4-((indol-7-yl)methylene)-1,2-dimethyl-imidazole-5-one